(4-chlorophenyl)-3-(quinoxalin-2-yl)prop-2-en-1-one ClC1=CC=C(C=C1)C(C=CC1=NC2=CC=CC=C2N=C1)=O